(4-fluorophenoxy)((1S)-(1-methoxycarbonylethyl)amino)phosphinoyl chloride FC1=CC=C(OP(=O)(N[C@@H](C)C(=O)OC)Cl)C=C1